CC(C1=CC=CC=C1)(C)C=1C(=C(C=C(C1)C(C1=CC=CC=C1)(C)C)N1N=C2C(=N1)C=CC=C2)O 2-(3',5'-bis-(α,α-dimethylbenzyl)-2'-hydroxy-phenyl)benzotriazole